3-oxa-8-azabicyclo[3.2.1]octan-8-yl-4-oxobutanoic acid C12COCC(CC1)N2C(C(=O)O)CC=O